(3ar,4R,5R,6as)-2-((R)-2-(6-chloro-5-hydroxypyridin-2-yl)-2-hydroxyethyl)-5-phenoxyhexahydrocyclopenta[c]pyrrole-3a,4(1H)-diol ClC1=C(C=CC(=N1)[C@@H](CN1C[C@H]2[C@@](C1)([C@@H]([C@@H](C2)OC2=CC=CC=C2)O)O)O)O